trimethyl-[(triethoxysilyl)methylcyclopentadienyl]platinum (IV) C[Pt](C1(C=CC=C1)C[Si](OCC)(OCC)OCC)(C)C